ClC=1C(=NC(=NC1)NC1=CC(=C(C=C1)N1CCC2(CC(C2)NC(OC(C)(C)C)=O)CC1)[N+](=O)[O-])NC1=C(C=CC=C1)P(=O)(C)C tert-butyl (7-(4-((5-chloro-4-((2-(dimethylphosphoryl)phenyl)amino)pyrimidin-2-yl)amino)-2-nitrophenyl)-7-azaspiro[3.5]nonan-2-yl)carbamate